COCCN(C(OC(C=O)CCC=CC=O)=O)C 1,7-dioxohept-5-en-2-yl (2-methoxyethyl)(methyl)carbamate